NC(C(=O)O)(C)C α-amino-isobutyric acid